N-(1-(4-Bromophenyl)-3-methyl-2-oxohexahydropyrimidin-5-yl)-2-ethynyl-N-(4-fluoro-3,5-dimethoxyphenyl)thiazole-4-carboxamide BrC1=CC=C(C=C1)N1C(N(CC(C1)N(C(=O)C=1N=C(SC1)C#C)C1=CC(=C(C(=C1)OC)F)OC)C)=O